COC(=O)C1=NC=C(C=C1F)N1CCC2(CC(C2)=O)CC1 3-fluoro-5-(2-oxo-7-azaspiro[3.5]nonan-7-yl)pyridine-2-carboxylic acid methyl ester